CC1(C2C3C4C=CC(C3C(C1)C2)C4)C(=O)OC 8-methyl-8-methoxycarbonyltetracyclo[4.4.0.12,5.17,10]Dodeca-3-ene